(E)-4-(4-(2-(3-methylbenzylidene)hydrazino)-7-(pyridin-3-yl)-6,7-dihydro-5H-pyrrolo[2,3-d]pyrimidin-2-yl)morpholine CC=1C=C(\C=N\NC=2C3=C(N=C(N2)N2CCOCC2)N(CC3)C=3C=NC=CC3)C=CC1